Lithium (4-(1,3-dioxolan-2-yl)pyridin-2-yl)trihydroxyborate O1C(OCC1)C1=CC(=NC=C1)[B-](O)(O)O.[Li+]